FC1(C(NC2=CC=C(C=C12)[N+](=O)[O-])=O)F 3,3-difluoro-5-nitro-2,3-dihydro-1H-indol-2-one